O=C1CCN(CC1)CC1CCC(CC1)C(=O)O 4-[(4-oxopiperidin-1-yl)methyl]cyclohexane-1-carboxylic acid